N-(4-(2-((4-(Dimethylamino)-3-fluorocyclohexyl)amino)-8-isopropyl-7-oxo-7,8-dihydropyrido[2,3-d]pyrimidin-6-yl)-2-fluorophenyl)-3,3,3-trifluoropropane-1-sulfonamide hydrochloride Cl.CN(C1C(CC(CC1)NC=1N=CC2=C(N1)N(C(C(=C2)C2=CC(=C(C=C2)NS(=O)(=O)CCC(F)(F)F)F)=O)C(C)C)F)C